O=C1NC(CC[C@@H]1NC(=O)C1CCNC2=CC=CC=C12)=O N-[(3S)-2,6-dioxo-3-piperidinyl]-3,4-dihydro-2H-quinoline-4-carboxamide